(Z)-2-(2,6-dioxopiperidin-3-yl)-5-(2-(4-(6-(4-(1-(4-hydroxyphenyl)-2-phenylbut-1-en-1-yl)phenoxy)pyridin-3-yl)piperazin-1-yl)ethoxy)isoindoline-1,3-dione O=C1NC(CCC1N1C(C2=CC=C(C=C2C1=O)OCCN1CCN(CC1)C=1C=NC(=CC1)OC1=CC=C(C=C1)\C(=C(\CC)/C1=CC=CC=C1)\C1=CC=C(C=C1)O)=O)=O